2-chloro-N1-(2,3-dihydrobenzo[b][1,4]dioxin-6-yl)-N1,5-dimethylbenzene-1,3-diamine ClC1=C(C=C(C=C1N)C)N(C)C1=CC2=C(OCCO2)C=C1